BrC1=C(C(=C(C=C1)NC(C(=O)OC)C(C)O)[N+](=O)[O-])F methyl 2-((4-bromo-3-fluoro-2-nitrophenyl) amino)-3-hydroxybutyrate